2-(tetrahydro-2H-pyran-4-yl)ethane-1-amine O1CCC(CC1)CCN